[NH+]1(CCCCC1)[O-] piperidine N1-oxide